OC=1C=C(C=CC1)N1C(=NC2=C(C=CC=C2C1=O)C)C 3-(3-hydroxyphenyl)-2,8-dimethylquinazolin-4(3H)-one